1-(tetrahydro-2H-pyran-2-yl)-3-(1-((2-(trimethylsilyl)ethoxy)methyl)-1H-imidazol-2-yl)-1H-indazole O1C(CCCC1)N1N=C(C2=CC=CC=C12)C=1N(C=CN1)COCC[Si](C)(C)C